CC1N(C(CC(C1)C)C)S(=O)(=O)N 2,4,6-trimethylpiperidin-1-sulfonamid